COC=1C=C(C=C(C1)OC)C=1C=CC=C2C=NC(=NC12)N 8-(3,5-dimethoxyphenyl)quinazolin-2-amine